ClC=1C=CC(=NC1C(F)(F)F)[C@H](NC(=O)N1CC(NCC1)=O)[C@@H]1CC[C@H](CC1)C(F)(F)F N-((R)-(5-chloro-6-(trifluoromethyl)pyridin-2-yl)(trans-4-(trifluoromethyl)-cyclohexyl)methyl)-3-oxopiperazine-1-carboxamide